COC1=C(C=CC(=C1)OC)CN(S(=O)(=O)C1=C(C=CC(=C1)C1(CCC1)O)OC)CC1=C(C=C(C=C1)OC)OC N,N-bis[(2,4-dimethoxyphenyl)methyl]-5-(1-hydroxycyclobutyl)-2-methoxy-benzenesulfonamide